boron-niobium-copper [Cu].[Nb].[B]